FC(OC1=C(C=C(C(=O)NCC=2C=NN3N=CC(=CC32)C)C=C1)F)F 4-(difluoromethoxy)-3-fluoro-N-((5-methylpyrazolo[1,5-b]pyridazin-3-yl)methyl)benzamide